(2R,S)-N-benzyl-2-(3-(dimethylamino)-2,5-dioxopyrrolidin-1-yl)propanamide sulfate S(=O)(=O)(O)O.C(C1=CC=CC=C1)NC([C@@H](C)N1C([C@H](CC1=O)N(C)C)=O)=O